COC([C@H](C[C@@H]1OCCCNC1=O)NC(=O)OC(C)(C)C)=O (2S)-2-[(tert-butoxycarbonyl)amino]-3-[(2S)-3-oxo-1,4-oxaazepan-2-yl]propionic acid methyl ester